N-(4-(2,2-difluoroacetamido)-2-methylphenyl)benzamide FC(C(=O)NC1=CC(=C(C=C1)NC(C1=CC=CC=C1)=O)C)F